BrC=1C(=C(C(=O)OC)C=CC1)O methyl 3-bromo-2-hydroxy-benzoate